2-[[4-(4-ethyl-1-piperazinyl)-6-[[[4-(methylsulfonyl)phenyl]methyl]amino]-2-pyrimidinyl]amino]-4-methyl-5-thiazolecarboxylic acid ethyl ester C(C)OC(=O)C1=C(N=C(S1)NC1=NC(=CC(=N1)N1CCN(CC1)CC)NCC1=CC=C(C=C1)S(=O)(=O)C)C